1-[(2R)-2-(methoxymethyl)pyrrolidin-1-yl]ethanone COC[C@@H]1N(CCC1)C(C)=O